(R)-4-(4-(((R)-1-(4-(2-chloro-6-((dimethylamino)methyl)phenyl)Thiophen-2-yl)ethyl)amino)-7-methoxy-2-methylquinazolin-6-yl)cyclohex-3-ene-1-carboxylic acid ClC1=C(C(=CC=C1)CN(C)C)C=1C=C(SC1)[C@@H](C)NC1=NC(=NC2=CC(=C(C=C12)C1=CC[C@@H](CC1)C(=O)O)OC)C